2-(2'-hydroxy-5'-methacryloxypropyl-3'-t-butyl-phenyl)-5-chlorobenzotriazole OC1=C(C=C(C=C1C(C)(C)C)CCCOC(C(=C)C)=O)N1N=C2C(=N1)C=CC(=C2)Cl